CCCCCCCCCCCCCC(=O)OC/C=C(/C)\\C=C\\C=C(/C)\\C=C\\C1=C(CCCC1(C)C)C The molecule is a retinyl ester obtained by formal condensation of the carboxy group of tetradecanoic acid with the hydroxy group of 13-cis-retinol. It is a tetradecanoate ester and a retinyl ester. It derives from a 13-cis-retinol.